bis(1-vinylimidazolium) dibromide [Br-].[Br-].C(=C)N1C=[NH+]C=C1.C(=C)N1C=[NH+]C=C1